5-phenyl-1,3,2,4-dioxathiazole 2-oxide C1(=CC=CC=C1)C1=NOS(O1)=O